O[C@H]1O[C@@H]([C@H]([C@@H]([C@H]1NC(CC)=O)O)O)CO N-((2S,3R,4R,5S,6R)-2,4,5-trihydroxy-6-(hydroxymethyl)tetrahydro-2H-pyran-3-yl)propanamide